OC=1C=C(C=C(C1C1C=C(CCC1C(C)C)C)O)\C=C\C1=CC=CC=C1 3,5-dihydroxy-4-[(3'S)-p-menthenyl]-trans-stilbene